C(C(=C)C)(=O)O.C(C)(=O)OCCOC(C)=O Ethylene glycol monoacetate acetate monomethacrylate